ClC=1C=C(C=C(C1)F)C(C(=O)O)CO 2-(3-chloro-5-fluorophenyl)-3-hydroxypropionic acid